(R)-1-(2-amino-3-phenylpropyl)-piperidine N[C@@H](CN1CCCCC1)CC1=CC=CC=C1